CC1OCCCC1O 2-methyltetrahydro-2H-pyran-3-ol